ClC1=NC=2N(C(=C1)NCC=1N=C3N(N=C(C=C3)C3CC3)C1)N=CC2C2CC2 5-chloro-3-cyclopropyl-N-((6-cyclopropylimidazo[1,2-b]pyridazin-2-yl)methyl)pyrazolo[1,5-a]pyrimidin-7-amine